ClC1=C(C=CC(=C1)C#C)C(C)NC(=O)[C@H]1NC[C@@H](C1)O (2S,4R)-N-(1-(2-chloro-4-ethynylphenyl)ethyl)-4-hydroxypyrrolidine-2-carboxamide